(R)-N-methyl-5-(4-(trifluoromethyl)phenyl)-5,6,6a,7,9,10-hexahydro-8H-pyrazino[1,2-a]pyrido[3,2-e]pyrazine-8-sulfonamide CNS(=O)(=O)N1C[C@@H]2N(C3=C(N(C2)C2=CC=C(C=C2)C(F)(F)F)C=CC=N3)CC1